The molecule is a triterpenoid saponin that is (3beta,16alphaalpha)-13,28-epoxyoleanane-3,16,30-triol with a beta-D-Glcp-(1->2)-[beta-D-Glcp-(1->4)]-alpha-L-Arap moiety attached to position 3 by a glycosidic linkage. It is isolated from Ardisia japonica and exhibits anticancer properties. It has a role as an antineoplastic agent and a plant metabolite. It is a bridged compound, a cyclic ether, a hexacyclic triterpenoid, a secondary alcohol, a trisaccharide derivative and a triterpenoid saponin. It derives from a (3beta,16alpha)-13,28-epoxyoleanane-3,16,30-triol. It derives from a hydride of an oleanane. C[C@@]1(CC[C@@]23CO[C@]4([C@@H]2C1)CC[C@@H]5[C@]6(CC[C@@H](C([C@@H]6CC[C@]5([C@@]4(C[C@H]3O)C)C)(C)C)O[C@H]7[C@@H]([C@H]([C@H](CO7)O[C@H]8[C@@H]([C@H]([C@@H]([C@H](O8)CO)O)O)O)O)O[C@H]9[C@@H]([C@H]([C@@H]([C@H](O9)CO)O)O)O)C)CO